2-isopropyl-5-methoxy-1-(2-methylpyrimidin-4-yl)-1H-indole C(C)(C)C=1N(C2=CC=C(C=C2C1)OC)C1=NC(=NC=C1)C